3-amino-8-bromo-N-(2-methoxyethyl)imidazo[1,2-a]pyridine-2-carboxamide NC1=C(N=C2N1C=CC=C2Br)C(=O)NCCOC